O[C] Hydroxycarbon